2-(2,6-dioxopiperidin-3-yl)-4-fluoro-5-((4-(1-isopropyl-6-((2-(4-methoxypiperidin-1-yl)pyrimidin-4-yl)amino)-1H-pyrazolo[4,3-c]pyridin-3-yl)piperazin-1-yl)methyl)isoindoline-1,3-dione O=C1NC(CCC1N1C(C2=CC=C(C(=C2C1=O)F)CN1CCN(CC1)C1=NN(C2=C1C=NC(=C2)NC2=NC(=NC=C2)N2CCC(CC2)OC)C(C)C)=O)=O